2-((2,4-dioxopiperidin-1-yl)methyl)-1-(oxetan-2-ylmethyl)-1H-benzo[d]imidazole-6-carboxylic acid methyl ester COC(=O)C=1C=CC2=C(N(C(=N2)CN2C(CC(CC2)=O)=O)CC2OCC2)C1